tert-butyl (1-(4-bromothiophene-2-carbonyl)piperidin-4-yl)carbamate BrC=1C=C(SC1)C(=O)N1CCC(CC1)NC(OC(C)(C)C)=O